2-(2-(3-(3-methylphenyl)ureido)benzyloxy)benzamide CC=1C=C(C=CC1)NC(NC1=C(COC2=C(C(=O)N)C=CC=C2)C=CC=C1)=O